Glyoxim C(=NO)C=NO